N-(4-cyclobutyl-5-(4-fluorophenyl)-1-methyl-1H-pyrazol-3-yl)-1-(trifluoromethyl)cyclobutane-1-carboxamide C1(CCC1)C=1C(=NN(C1C1=CC=C(C=C1)F)C)NC(=O)C1(CCC1)C(F)(F)F